[Se].[Sn].[Ag] silver-tin-selenium